3,5-dibromo-N-[1-[3-(triazol-2-yl)pyrazin-2-yl]ethyl]benzamide BrC=1C=C(C(=O)NC(C)C2=NC=CN=C2N2N=CC=N2)C=C(C1)Br